FC(C=1C=C(N=NC1C1=C(C(=CC(=C1)F)F)F)NC1C[C@@H]2[C@@H](CN(C2)CC2(CCCCC2)O)C1)F 1-(((3aR,5s,6aS)-5-((5-(difluoromethyl)-6-(2,3,5-trifluorophenyl)pyridazin-3-yl)amino)hexahydrocyclopenta[c]pyrrol-2(1H)-yl)methyl)cyclohexan-1-ol